IC1=C2C(=NC=C1)NN=C2C 4-iodo-3-methyl-1H-pyrazolo[3,4-b]Pyridine